8-amino-7-((4-fluorophenyl)(ethyl)amino)-4-(trifluoromethyl)-2H-benzopyran-2-one NC1=C(C=CC=2C(=CC(OC21)=O)C(F)(F)F)N(CC)C2=CC=C(C=C2)F